ClC1=C(C=C(C=C1)C=1CCSC2=C(C1C1=CC=C(C=C1)O[C@@H]1CN(CC1)CCCF)C=CC(=C2)C(=O)O)C 4-(4-chloro-3-methyl-phenyl)-5-[4-[(3S)-1-(3-fluoropropyl)pyrrolidin-3-yl]oxyphenyl]-2,3-dihydro-1-benzothiepine-8-carboxylic acid